3-[[4-[(2R)-2-(tert-Butoxycarbonylamino)-4,4-dimethyl-pentoxy]-6-[2-(cyclohexylidenemethyl)-6-methyl-phenyl]-5-methyl-pyrimidin-2-yl]sulfamoyl]benzoic acid C(C)(C)(C)OC(=O)N[C@@H](COC1=NC(=NC(=C1C)C1=C(C=CC=C1C)C=C1CCCCC1)NS(=O)(=O)C=1C=C(C(=O)O)C=CC1)CC(C)(C)C